IC=1C=C2C(=NC(=NC2=CC1OC)C)N[C@H](C)C1=C(C(=CC=C1)C(F)(F)F)C (R)-6-iodo-7-methoxy-2-methyl-N-(1-(2-methyl-3-(trifluoromethyl)phenyl)ethyl)quinazolin-4-amine